7-(3,3-dimethylbut-1-yn-1-yl)-5-(2-((3-methyl-1-(tetrahydro-2H-pyran-2-yl)-1H-pyrazol-4-yl)amino)pyridin-4-yl)-1H-indazol-3-amine CC(C#CC=1C=C(C=C2C(=NNC12)N)C1=CC(=NC=C1)NC=1C(=NN(C1)C1OCCCC1)C)(C)C